CN(C(=O)NCCCC1=CC=CC=C1)C1CN2CCC1CC2 1-methyl-3-(3-phenylpropyl)-1-(quinuclidin-3-yl)urea